BrC=1C(=CC=2N=CN=C(C2N1)NC1=C(C(=C(C=C1)OC(F)F)Cl)F)F 6-Bromo-N-(3-chloro-4-(difluoromethoxy)-2-fluorophenyl)-7-fluoropyrido[3,2-d]pyrimidin-4-amine